bis(2-ethylhexyl) disulfide C(C)C(CSSCC(CCCC)CC)CCCC